NC1=NC=C(C2=C1C(=C(N2C)C2=C(C=C(C=C2)NC(C(=C)C)=O)Cl)C2=CC=C(C=C2)OC2=NC=CC(=N2)C(F)F)C#N N-(4-(4-amino-7-cyano-3-(4-((4-(difluoromethyl)pyrimidin-2-yl)oxy)phenyl)-1-methyl-1H-pyrrolo[3,2-c]pyridin-2-yl)-3-chlorophenyl)methacrylamide